S(=O)(=O)(ON1[C@@H]2CC[C@H](N(C1=O)C2)C(NC(=O)C=2C=NC=NC2)=N)[O-].[Na+] Sodium (2S,5R)-7-oxo-2-(N-(pyrimidine-5-carbonyl)carbamimidoyl)-1,6-diazabicyclo[3.2.1]octan-6-yl Sulfate